ClC1=NC=C(C(=C1)N1CCC(CC1)O)C#CC1=NN(C=N1)C 1-(2-chloro-5-(2-(1-methyl-1,2,4-triazol-3-yl)ethynyl)-4-pyridinyl)piperidin-4-ol